NC1=NC(=CC2=C1CC[C@H]2NC(=O)C=2C=NN(C2)CC=2C(=NC(=NC2)N2CC1CC1C2)C)C N-[(5R)-1-amino-3-methyl-5H,6H,7H-cyclopenta[c]pyridin-5-yl]-1-[(2-{3-azabicyclo[3.1.0]hex-3-yl}-4-methylpyrimidin-5-yl)methyl]-1H-pyrazole-4-carboxamide